FC=1C=C(C=C(C1C=1C(=NN2C=NC(=CC21)C2=CC(=CC=C2)C(F)(F)F)C(C)C)F)O 3,5-difluoro-4-(2-isopropyl-5-(3-(trifluoromethyl)phenyl)pyrazolo[1,5-c]pyrimidin-3-yl)phenol